(R)-N-(3-(2-((2-fluoro-3-(methylsulfonyl)phenyl)amino)-5-methyl-pyrimidin-4-yl)-1H-indol-7-yl)-3-methoxy-2-((3S,5S)-3,4,5-trimethylpiperazin-1-yl)propanamide FC1=C(C=CC=C1S(=O)(=O)C)NC1=NC=C(C(=N1)C1=CNC2=C(C=CC=C12)NC([C@@H](COC)N1C[C@@H](N([C@H](C1)C)C)C)=O)C